3-(pyridin-2-yl)pyrrolidine-1-carboxamide N1=C(C=CC=C1)C1CN(CC1)C(=O)N